OC1=CC=C(C(C2=CC=CC=C2)O)C=C1 4-hydroxy-alpha-phenylbenzyl alcohol